C(C)[C@H]1[C@H](NC([C@H]1F)=O)COC1=NC=C(C2=CC(=C(C=C12)OC(C)C)C(=O)N)C#CC1CCOCC1 1-(((2S,3S,4S)-3-ethyl-4-fluoro-5-oxopyrrolidin-2-yl)methoxy)-7-isopropoxy-4-((tetrahydro-2H-pyran-4-yl)ethynyl)isoquinoline-6-carboxamide